P(=O)(=O)[Al] PHOSPHO-ALUMINIUM